CC1=C(C(=O)N)C=CC=C1NC=1N=NC(=CC1)C1=CC=CC=C1 methyl-3-[(6-phenylpyridazin-3-yl)amino]benzamide